NC1=C(C=C(C(=O)N[C@H](C(=O)N[C@H](C(=O)OC)C2CC2)C(C)(C)C)C=C1)Cl Methyl (S)-2-((S)-2-(4-amino-3-chlorobenzamido)-3,3-dimethylbutanamido)-2-cyclopropylacetate